FC1([C@@H]([C@H]1COCC1=CC=C(C=C1)OC)C1=NC=CC(=N1)C)F |o1:2,3| 2-((1S*,3S*)-2,2-difluoro-3-(((4-methoxybenzyl)oxy)methyl)cyclopropyl)-4-methylpyrimidine